tertiary butyl-hydroxylamine hydrochloride Cl.C(C)(C)(C)NO